ClC=1C(=NN(C1C)C1=CC=CC=C1)C 4-chloro-3,5-dimethyl-1-phenyl-1H-pyrazole